(+)-bis-anisoyl-L-tartaric acid C(C1=CC=C(C=C1)OC)(=O)[C@]([C@](C(=O)O)(O)C(C1=CC=C(C=C1)OC)=O)(O)C(=O)O